C1(=CC=CC2=CC=C3C=C4C=CC=CC4=CC3=C12)NC1=CC=C(C=C1)N N-tetraphenyl-1,4-phenylenediamine